phenyl-hydrazine HCl salt Cl.C1(=CC=CC=C1)NN